2-(2-{1-[4-(2,4-dioxo-1,3-diazinan-1-yl)phenyl]azetidin-3-yl}ethyl)phenylboronic acid O=C1N(CCC(N1)=O)C1=CC=C(C=C1)N1CC(C1)CCC1=C(C=CC=C1)B(O)O